methyl 7-fluoro-1-[4-[methyl-[4-(4-methylpiperazin-1-yl)phenyl]sulfonyl-amino]phenyl]-9H-pyrido[3,4-b]indole-3-carboxylate FC1=CC=C2C3=C(NC2=C1)C(=NC(=C3)C(=O)OC)C3=CC=C(C=C3)N(S(=O)(=O)C3=CC=C(C=C3)N3CCN(CC3)C)C